C1(=CC=CC=C1)NC=1C=CC2=C(OC3=C2C=CC=C3)C1 N-phenyl-dibenzo[b,d]furan-3-amine